CC1=C(C=2C=CN=C(C2C=C1)NC1=CC(=CC=C1)OC(F)(F)F)NC1=NC=CC=C1C1=C2NC=NC2=NC=N1 6-methyl-5-N-[3-(7H-purin-6-yl)pyridin-2-yl]-l-N-[3-(trifluoromethoxy)phenyl]isoquinoline-1,5-diamine